CC=1C(=C2C=NN(C2=CC1)C1OCCCC1)NC(=O)C1=CN=C(S1)NC1=NN(C=C1)[C@H]1CN(CC1)C(=O)OC(C)(C)C tert-butyl (3R)-3-[3-[[5-[(5-methyl-1-tetrahydropyran-2-yl-indazol-4-yl)carbamoyl]thiazol-2-yl]amino]pyrazol-1-yl]pyrrolidine-1-carboxylate